BrC1=CC=2N=C(NC(C2S1)=O)[C@H]1N(C[C@@H](C1)F)C(=O)OC(C)(C)C tert-butyl (2S,4R)-2-(6-bromo-4-oxo-3,4-dihydrothieno[3,2-d]pyrimidin-2-yl)-4-fluoropyrrolidine-1-carboxylate